FC1=C(N=CC2=C1N=C(N=C2N2CCOCCC2)OCC21CCCN1CCC2)C2=CC(=CC1=CC=CC=C21)O 4-(8-Fluoro-4-(1,4-oxazepan-4-yl)-2-((tetrahydro-1H-pyrrolizin-7a(5H)-yl)methoxy)pyrido[4,3-d]pyrimidin-7-yl)naphthalen-2-ol